1,3-diaminopentane NCCC(CC)N